2'-chloro-N-(6-(4-hydroxy-4-(hydroxymethyl)piperidin-1-yl)thiazolo[4,5-b]pyridin-2-yl)-5'-methoxy-6-methyl-[4,4'-bipyridine]-3-carboxamide ClC1=NC=C(C(=C1)C1=C(C=NC(=C1)C)C(=O)NC=1SC=2C(=NC=C(C2)N2CCC(CC2)(CO)O)N1)OC